C(C)(=O)C1=NC=C(C(=C1)N1C(C(=C(C=C1C1CC1)OCC1=NC=C(C=C1F)F)Cl)=O)C 2'-acetyl-3-chloro-6-cyclopropyl-4-((3,5-difluoropyridine-2-yl)methoxy)-5'-methyl-2H-[1,4'-bipyridine]-2-one